4-hydroxy-2,6-dimethylpyridine OC1=CC(=NC(=C1)C)C